tetramethylbiphenyl sodium [Na].CC=1C(=C(C(=C(C1)C1=CC=CC=C1)C)C)C